The molecule is uDP-N-acetylmuramoyl-L-alanyl-gamma-D-glutamyl-L-lysyl-D-alanyl-D-alaninate(3-) in which the anomeric centre of the pyranose fragment has alpha-configuration. It is a conjugate acid of an UDP-N-acetyl-alpha-D-muramoyl-L-alanyl-gamma-D-glutamyl-L-lysyl-D-alanyl-D-alaninate(3-). C[C@@H](C(=O)N[C@H](CCC(=O)N[C@@H](CCCCN)C(=O)N[C@H](C)C(=O)N[C@H](C)C(=O)O)C(=O)O)NC(=O)[C@@H](C)O[C@@H]1[C@H]([C@H](O[C@@H]([C@H]1O)CO)OP(=O)(O)OP(=O)(O)OC[C@@H]2[C@H]([C@H]([C@@H](O2)N3C=CC(=O)NC3=O)O)O)NC(=O)C